[Na+].O.S(=O)(=O)([O-])C=1C=C(C=CC1)P(C1=CC(=CC=C1)S(=O)(=O)[O-])C1=CC(=CC=C1)S(=O)(=O)[O-].[Na+].[Na+] Tris(3-sulfonatophenyl)phosphine hydrate sodium salt